N1C(NC2=C1C=CC=C2)=O 2,3-Dihydro-1H-1,3-benzodiazole-2-one